FC(C(C1=CC=CC=C1)C1=CC=CC=C1)(F)C=1N(C(C(=C(N1)C(=O)OC)OC)=O)C methyl 2-(1,1-difluoro-2,2-diphenylethyl)-5-methoxy-1-methyl-6-oxopyrimidine-4-carboxylate